NC1=NC(=NC=C1Cl)C=1C=C2C=CN(C(C2=CC1F)=O)CCC[C@H](C)NC=1C=NNC(C1C(F)(F)F)=O (S)-6-(4-amino-5-chloropyrimidin-2-yl)-7-fluoro-2-(4-((6-oxo-5-(trifluoromethyl)-1,6-dihydropyridazin-4-yl)amino)pentyl)isoquinolin-1(2H)-one